4-[(7R,9aS)-2-[5-methyl-1-[4-(trifluoromethoxy)phenyl]pyrazol-3-yl]-1,3,4,6,7,8,9,9a-octahydropyrido[1,2-a]pyrazin-7-yl]morpholine CC1=CC(=NN1C1=CC=C(C=C1)OC(F)(F)F)N1C[C@H]2N(CC1)C[C@@H](CC2)N2CCOCC2